2-(4-chlorophenoxy)-N-((1r,4r)-4-(5-(6-chloroquinolin-2-yl)-1,3,4-oxadiazol-2-yl)cyclohexyl)acetamide ClC1=CC=C(OCC(=O)NC2CCC(CC2)C=2OC(=NN2)C2=NC3=CC=C(C=C3C=C2)Cl)C=C1